FC(C=1OC(=NN1)C=1C=NC(=CC1)CN1N=NC(=C1)C1=CC=C2CCN(CC2=C1)C)F 2-(difluoromethyl)-5-(6-((4-(2-methyl-1,2,3,4-tetrahydroisoquinolin-7-yl)-1H-1,2,3-triazol-1-yl)methyl)pyridin-3-yl)-1,3,4-oxadiazole